FC1(NC=C(C(=N1)C1=CN(C2=CC=CC=C12)C)C1=C(C=CC=C1)OCCN1C(=NC=C1)[N+](=O)[O-])N 2-fluoro-5-(2-(2-(2-nitro-1H-imidazol-1-yl)ethoxy)phenyl)-4-(1-methyl-1H-indol-3-yl)pyrimidin-2-amine